C(CCC)C1=CC=C(C=C1)S(=O)(=O)N1C(C1)C(=O)OC Methyl 1-(4-butylphenyl)sulfonylaziridine-2-carboxylate